8-fluoro-N-methyl-N-Phenyl-[1,2,4]triazolo[4,3-a]quinazolin-5-amine FC1=CC=C2C(=NC=3N(C2=C1)C=NN3)N(C3=CC=CC=C3)C